O=C1NC(CCC1N1C(N(C2=C1C=CC(=C2)CCCOCCOCC=O)C)=O)=O 2-[2-[3-[1-(2,6-dioxo-3-piperidyl)-3-methyl-2-oxo-benzimidazol-5-yl]propoxy]ethoxy]acetaldehyde